CNCC1=C(C=C(C=C1)C(F)(F)F)C N-Methyl-1-[2-methyl-4-(trifluoromethyl)phenyl]methanamine